ClC=1C(=NC(=NC1)N1CCNCCC1)N1CC(C1)C(=O)N(C)C(C)(C)C1=CN=C2N1C=CC=C2 1-(5-chloro-2-(1,4-diazepan-1-yl)pyrimidin-4-yl)-N-(2-(imidazo[1,2-a]pyridin-3-yl)propan-2-yl)-N-methylazetidine-3-carboxamide